CC=1N=NNC1 4-methyl-1,2,3-triazole